C(#N)C=1C2=C(SC1NC(COCC(=O)O)=O)CCCC2 2-(2-((3-cyano-4,5,6,7-tetrahydrobenzo[b]thiophen-2-yl)amino)-2-oxoethoxy)acetic acid